((2R,4R)-4-(2,6-dichloro-9H-purin-9-yl)-1,3-dioxolan-2-yl)methanol ClC1=NC(=C2N=CN(C2=N1)[C@@H]1O[C@@H](OC1)CO)Cl